BrC1=C2COCC2=CC(=C1Cl)[N+](=O)[O-] 4-bromo-5-chloro-6-nitro-1,3-dihydroisobenzofuran